3-[1'-[(2-methylpropan-2-yl)oxycarbonyl]-1-oxospiro[2H-indene-3,4'-piperidine]-5-yl]-1H-pyrrolo[2,3-b]pyridine-5-carboxylic acid CC(C)(C)OC(=O)N1CCC2(CC1)CC(C1=CC=C(C=C12)C1=CNC2=NC=C(C=C21)C(=O)O)=O